stearoyl-3,5-di-tert-butyl-4-hydroxyphenyl propionate C(CC)(=O)OC1=C(C(=C(C(=C1)C(C)(C)C)O)C(C)(C)C)C(CCCCCCCCCCCCCCCCC)=O